2-(2-hydroxyeth-1-oxy)ethyl-1-ylammonium OCCOCC=[NH2+]